2-[2-[3-(methoxymethyl)oxetan-3-yl]pyrazolo[3,4-b]pyridin-6-yl]-3-methyl-5-(trifluoromethyl)phenol COCC1(COC1)N1N=C2N=C(C=CC2=C1)C1=C(C=C(C=C1C)C(F)(F)F)O